FC1=CC=C(C=C1)C1=NN(C=C1C=1C=2N(N=CC1)C=C(N2)CN)C([2H])([2H])[2H] (8-(3-(4-fluorophenyl)-1-(methyl-d3)-1H-pyrazol-4-yl)imidazo[1,2-b]pyridazin-2-yl)methylamine